C1(=CC=CC=C1)P(C1=CC=CC=C1)(C1=CC=CC=C1)[Pd](P(C1=CC=CC=C1)(C1=CC=CC=C1)C1=CC=CC=C1)(P(C1=CC=CC=C1)(C1=CC=CC=C1)C1=CC=CC=C1)P(C1=CC=CC=C1)(C1=CC=CC=C1)C1=CC=CC=C1 Tetrakis-tri-phenylphosphino-palladium